CC(CC1=CC=CC=C1)(CC(C)C)NC(=O)C=1C=NC2=C(C=CC=C2C1)F N-(2,4-dimethyl-1-phenylpentan-2-yl)-8-fluoroquinoline-3-carboxamide